C(C)(=O)NNC(=O)C1CCN(CC1)C(=O)OC(C)(C)C tert-Butyl 4-(2-acetylhydrazine-1-carbonyl)piperidine-1-carboxylate